C(CCCCCCCCCCCCCCCCCCCCCCC)O[C@H](CO)COP(=O)([O-])OCC[N+](C)(C)C 2-tetracosanyl-sn-glycero-3-phosphocholine